C(C=CC=CCCCCCCCCCCC)(=O)SCCNC(CCNC([C@@H](C(COP(OP(OC[C@@H]1[C@H]([C@H]([C@@H](O1)N1C=NC=2C(N)=NC=NC12)O)OP(=O)(O)O)(=O)O)(=O)O)(C)C)O)=O)=O hexadecadienoyl-CoA